(5-((1-methylpiperidin-4-yl)methyl)-1-((2-(trimethylsilyl)ethoxy)methyl)-1,4,5,6-tetrahydropyrrolo[3,4-d]imidazol-2-yl)-1-(tetrahydro-2H-pyran-2-yl)-1H-indazol-5-ol CN1CCC(CC1)CN1CC=2N(C(=NC2C1)C1=NN(C2=CC=C(C=C12)O)C1OCCCC1)COCC[Si](C)(C)C